4-((3-(1-(5-oxaspiro[3.4]octan-1-yl)-1H-pyrazol-4-yl)-2-methoxyphenyl)amino)-6-(cyclopropanecarboxamido)pyridazine-3-carboxamide C1(CCC12OCCC2)N2N=CC(=C2)C=2C(=C(C=CC2)NC2=C(N=NC(=C2)NC(=O)C2CC2)C(=O)N)OC